((3S,7aS)-3-(((tert-butyldiphenylsilyl)oxy)methyl)tetrahydro-1H-pyrrolizin-7a(5H)-yl)methyl benzoate C(C1=CC=CC=C1)(=O)OC[C@]12CCCN2[C@@H](CC1)CO[Si](C1=CC=CC=C1)(C1=CC=CC=C1)C(C)(C)C